3α-hydroxy-5β-cholanate O[C@H]1C[C@H]2CC[C@H]3[C@@H]4CC[C@H]([C@@H](CCC(=O)[O-])C)[C@]4(CC[C@@H]3[C@]2(CC1)C)C